FC=1C=NC=2C(=CNC(C2C1)=O)C(C)C 3-fluoro-8-isopropyl-1,6-naphthyridin-5(6H)-one